NC1=NC2=C(C3=CC=NC=C13)C=C(C=C2)C(=O)Cl 5-aminobenzo[c][2,7]naphthyridine-9-carbonyl chloride